N-(2-amino-5-bromo-3-fluorobenzyl)-4-hydroxycyclohexane-1-carboxamide NC1=C(CNC(=O)C2CCC(CC2)O)C=C(C=C1F)Br